isopentyl-pentaerythritol triacrylate C(C=C)(=O)O.C(C=C)(=O)O.C(C=C)(=O)O.C(CC(C)C)C(O)C(CO)(CO)CO